3-(2-methyl-1H-indol-3-yl)prop-2-enal CC=1NC2=CC=CC=C2C1C=CC=O